C(C)N(CC(C)C)CCC1CCNCC1 N-ethyl-2-methyl-N-(2-(piperidin-4-yl)ethyl)propan-1-amine